8-(1,3-Dimethyl-1H-pyrazol-4-yl)-1-(3-fluoropyridin-2-yl)-7-methoxy-3-methyl-1,3-dihydroimidazo[4,5-c]quinolin-2-one CN1N=C(C(=C1)C1=CC=2C3=C(C=NC2C=C1OC)N(C(N3C3=NC=CC=C3F)=O)C)C